S1CCC(CC1)C#N tetrahydrothiopyran-4-carbonitrile